3-([3,3'-bipyrrolidin]-1-yl)-1-methylcyclobutane-1-carboxylic acid N1(CC(CC1)C1CNCC1)C1CC(C1)(C(=O)O)C